C1CCCC12CCC(CC2)OC=2N=NNC2C(=O)O 4-(spiro[4.5]decan-8-yloxy)-1H-1,2,3-triazole-5-carboxylic acid